N'-((2-fluoro-5-(methoxymethyl)-1,2,3,5,6,7-hexahydro-s-indacen-4-yl)carbamoyl)-6,7-dihydro-5H-pyrazolo[5,1-b][1,3]oxazine-3-sulfonimidamide FC1CC2=CC=3CCC(C3C(=C2C1)NC(=O)N=S(=O)(N)C=1C=NN2C1OCCC2)COC